1-(9Z,12Z-heptadecadienoyl)-2-docosanoyl-glycero-3-phosphocholine CCCCCCCCCCCCCCCCCCCCCC(=O)O[C@H](COC(=O)CCCCCCC/C=C\C/C=C\CCCC)COP(=O)([O-])OCC[N+](C)(C)C